(dibenzofuranylphenyl)(dimethylfluorenyl)(spirobifluorenyl)amine C1(=CC=CC=2OC3=C(C21)C=CC=C3)C3=C(C=CC=C3)N(C=3C2(C1=CC4=CC=CC=C4C1=CC3)C=CC=C3C1=CC=CC=C1C=C32)C3=C(C(=CC=2C1=CC=CC=C1CC32)C)C